DEAZA-2'-DEOXYGUANOSINE [C@@H]1(C[C@H](O)[C@@H](CO)O1)C1=CN=C2C(=O)N=C(N)N=C12